4-(3-pyridinyl)piperidin-4-ol 2-Methylpropyl-5-(2-chloro-5-cyanophenyl)-3-{[(3R)-piperidin-3-ylcarbonyl]amino}-1H-indazole-1-carboxylate hydrochloride Cl.CC(CC1=C2C(=NN(C2=CC=C1C1=C(C=CC(=C1)C#N)Cl)C(=O)OC1(CCNCC1)C=1C=NC=CC1)NC(=O)[C@H]1CNCCC1)C